COCC(=O)NNC([C@H](C(C)(C)C)NC(OC(C)(C)C)=O)=O tert-butyl (S)-(1-(2-(2-methoxyacetyl)hydrazineyl)-3,3-dimethyl-1-oxobutan-2-yl)carbamate